N1CC(CCCCC1)C(=O)OCC Ethyl azocane-3-carboxylate